2-(4-(2-((4-((4-Methylpiperazin-1-yl)methyl)phenyl)amino)-7H-pyrrolo[2,3-d]pyrimidin-7-yl)phenyl)isothiazolidine 1,1-dioxide CN1CCN(CC1)CC1=CC=C(C=C1)NC=1N=CC2=C(N1)N(C=C2)C2=CC=C(C=C2)N2S(CCC2)(=O)=O